O=C1CC[C@H](N1C(=O)OC(C)(C)C)C(=O)OCC1=CC=CC=C1 2-benzyl 1-(tert-butyl) (S)-5-oxopyrrolidine-1,2-dicarboxylate